The molecule is a member of the class of aurones that is aurone with a furan ring fused across positions C-6, and -7. It has a role as a metabolite. It is a member of aurones and a cyclic ketone. It derives from an aurone. C1=CC=C(C=C1)/C=C\\2/C(=O)C3=C(O2)C4=C(C=C3)OC=C4